tertiary butylacrylate C(C)(C)(C)OC(C=C)=O